C1(=CC=C(C=C1)CCN)CCN 4-benzenediethylamine